CN1C(N(C2=C1C=C(C=C2)S(=O)(=O)NC2(CC2)C)CC=2OC(=CC2)[N+](=O)[O-])=O 3-methyl-N-(1-methylcyclopropyl)-1-[(5-nitro-2-furyl)methyl]-2-oxo-benzimidazole-5-sulfonamide